(S)-4-(5-(3-((2-((S)-3-carboxybutanoyl)-6-ethynyl-isoindolin-5-yl)oxy)propoxy)-6-methoxybenzo[b]thiophen-2-yl)-2-methyl-4-oxobutanoic acid C(=O)(O)[C@H](CC(=O)N1CC2=CC(=C(C=C2C1)OCCCOC1=CC2=C(SC(=C2)C(C[C@@H](C(=O)O)C)=O)C=C1OC)C#C)C